methyl-(3-aminopropyl) ether COCCCN